S1CC(C2=C1C=CC=C2)=O 1-benzothiophene-3(2H)-one